2-chloro-N-[1-(3-chloro-4-methylphenyl)-1H-indazol-4-yl]-5-{[(3,3-dimethylbutyryl)amino]methyl}benzamide ClC1=C(C(=O)NC2=C3C=NN(C3=CC=C2)C2=CC(=C(C=C2)C)Cl)C=C(C=C1)CNC(CC(C)(C)C)=O